(1s,4s)-4-(8-amino-1-(4-((5-fluoro-2-methoxybenzamido)methyl)phenyl)imidazo[1,5-a]pyrazin-3-yl)-1,4-dimethylcyclohexane-1-carboxylic acid NC=1C=2N(C=CN1)C(=NC2C2=CC=C(C=C2)CNC(C2=C(C=CC(=C2)F)OC)=O)C2(CCC(CC2)(C(=O)O)C)C